CC1=CC(=NC=N1)N1CC2CCC(C1)C2NC2=NN1C(C(=CC=C1OCC(F)(F)F)C(C)(C)O)=N2 2-(2-(((8endo)-3-(6-methylpyrimidin-4-yl)-3-azabicyclo[3.2.1]oct-8-yl)amino)-5-(2,2,2-trifluoroethoxy)-[1,2,4]triazolo[1,5-a]pyridin-8-yl)propan-2-ol